C(C)OC(=O)C=1C=NN2C1N=C(C=C2C)C2=CC(=CC=C2)OC2CC2 5-(3-Cyclopropoxyphenyl)-7-methylpyrazolo[1,5-a]Pyrimidine-3-carboxylic acid ethyl ester